C1(CCCCC1)P(C1=C(C=CC=C1)C=1C(CC=CC1N(C)C)(N(C)PC1CCCCC1)C)C1CCCCC1 2'-(dicyclohexylphosphino)-N-(cyclohexylphosphino)2,N2,N6,N6-tetramethyl-[1,1'-biphenyl]-2,6-diamine